7-bromo-2-(methyl-d3)quinoxaline BrC1=CC=C2N=CC(=NC2=C1)C([2H])([2H])[2H]